[Si](C)(C)(C(C)(C)C)OCC1=CC(=C(N)C(=C1)C)C 4-(((tert-butyldimethylsilyl)oxy)methyl)-2,6-dimethylaniline